2,4-diethylhexamethylenediamine C(C)C(CN)CC(CCN)CC